1-(Tert-butyl)-5-fluoro-N-(2-fluoro-4-methyl-5-(8-morpholino-[1,2,4]triazolo[4,3-a]pyridin-6-yl)phenyl)-1H-pyrazole-4-carboxamide C(C)(C)(C)N1N=CC(=C1F)C(=O)NC1=C(C=C(C(=C1)C=1C=C(C=2N(C1)C=NN2)N2CCOCC2)C)F